ClC1C[C@H](NC1)C(=O)O 4-chloroproline